N1N=CC(=C1)C=1N=C(C=2N(C1)N=CC2)OC2(CC(C2)NC)C (1s,3s)-3-((6-(1H-pyrazol-4-yl)pyrazolo[1,5-a]pyrazin-4-yl)oxy)-N,3-dimethylcyclobutan-1-amine